methyl (R)-2-(6-(1-((tert-butoxycarbonyl)amino)ethyl)-1H-pyrrolo[2,3-b]pyridin-2-yl)-6-fluoro-1-(2-methoxyethyl)-1H-benzo[d]imidazole-5-carboxylate C(C)(C)(C)OC(=O)N[C@H](C)C1=CC=C2C(=N1)NC(=C2)C2=NC1=C(N2CCOC)C=C(C(=C1)C(=O)OC)F